5,6-dihydropyridine-1(2H)-carboxylic acid tert-butyl ester (tert-butyl 4-(2-(2,6-dioxopiperidin-3-yl)-1-oxoisoindolin-5-yl)-5,6-dihydropyridine-1(2H)-carboxylate) C(C)(C)(C)C1N(CCC(=C1)C=1C=C2CN(C(C2=CC1)=O)C1C(NC(CC1)=O)=O)C(=O)O.C(C)(C)(C)OC(=O)N1CC=CCC1